NC1=CC(=NC=C1)C(=O)NCC=1OC2=C(C1)C=C(C=C2C(=O)OC)Cl Methyl 2-((4-aminopicolinamido) methyl)-5-chlorobenzofuran-7-carboxylate